FC1(CC2(C1)C[C@H](N(CC2)CC2=C1C=CN(C1=C(C=C2OC)C)C(=O)OC(C)(C)C)C=2C(=NC(=CC2)C(=O)OC)NC(C)C)F tert-butyl 4-(((6S)-2,2-difluoro-6-(2-(isopropylamino)-6-(methoxycarbonyl) pyridin-3-yl)-7-azaspiro[3.5]nonan-7-yl)methyl)-5-methoxy-7-methylindole-1-carboxylate